ClC1=NC(=CC=C1CC(C(=O)OC)(C)C)Cl methyl 3-(2,6-dichloropyridin-3-yl)-2,2-dimethylpropanoate